5-(cyclopropylmethyl)sulfonylamino-1,3-thiazole-4-carboxylic acid C1(CC1)CS(=O)(=O)NC1=C(N=CS1)C(=O)O